3-methyl-4-((5-(4-nitrophenyl)-1H-pyrazol-3-yl)amino)phenol CC=1C=C(C=CC1NC1=NNC(=C1)C1=CC=C(C=C1)[N+](=O)[O-])O